methyl 2-bromo-2-(1'-((S)-2,2-dimethyltetrahydro-2H-pyran-4-yl)-2'-oxospiro[cyclopropane-1,3'-indolin]-4'-yl)acetate BrC(C(=O)OC)C1=C2C3(C(N(C2=CC=C1)[C@@H]1CC(OCC1)(C)C)=O)CC3